4-bromo-1-iodo-2-methylbenzene BrC1=CC(=C(C=C1)I)C